3-Tetradecene CCC=CCCCCCCCCCC